C(CCCCCCCCCCCCCCCCCCCCCCCCCCC)(=O)O.CN1C(=NN=C1)C1=C(C=CC=C1)C1=CC(=CC=C1)N1C(C2=CC(=CC(=C2C1)C(F)(F)F)CN1C[C@H](CCC1)C)=O (S)-2-(2'-(4-methyl-4H-1,2,4-triazol-3-yl)-[1,1'-biphenyl]-3-yl)-6-((3-methylpiperidin-1-yl)methyl)-4-(trifluoromethyl)isoindolin-1-one montanate